5-((3,6-diazabicyclo[3.1.1]heptan-3-yl)methyl)-2-(2,6-dioxopiperidin-3-yl)isoindoline-1,3-dione C12CN(CC(N1)C2)CC=2C=C1C(N(C(C1=CC2)=O)C2C(NC(CC2)=O)=O)=O